7-(2,5-diphenyloxazol-4-yl)-2,3-dimethyl-1,7-naphthyridin-8(7H)-one C1(=CC=CC=C1)C=1OC(=C(N1)N1C=CC=2C=C(C(=NC2C1=O)C)C)C1=CC=CC=C1